FC1=CC=C2C[C@@H](C2=C1)NC(=NO)C1=NON=C1OCCS(N)(=O)=O N-[(7S)-4-fluorobicyclo[4.2.0]octa-1,3,5-trien-7-yl]-N'-hydroxy-4-(2-sulfamoylethoxy)-1,2,5-oxadiazole-3-carboximidamide